FC1=C(C(=CC(=C1)CNC1=NC=C(C=C1)C)O)N1CC(NS1(=O)=O)=O 5-[2-fluoro-6-hydroxy-4-[[(5-methyl-2-pyridinyl)amino]methyl]phenyl]-1,1-dioxo-1,2,5-thiadiazolidin-3-one